5-nonyl-salicylaldoxime C(CCCCCCCC)C1=CC=C(C(C=NO)=C1)O